2-(3-Methoxyphenyl)pyridine COC=1C=C(C=CC1)C1=NC=CC=C1